methyl (2R,3S,3aR,6aS)-3-(N-benzyl-2,2,2-trifluoroacetamido)-2-((((1s,4S)-4-(3-fluorophenyl)-cyclohexyl)oxy)methyl)hexahydro-1H-furo[3,4-b]pyrrole-1-carboxylate C(C1=CC=CC=C1)N(C(C(F)(F)F)=O)[C@H]1[C@@H]2[C@H](N([C@H]1COC1CCC(CC1)C1=CC(=CC=C1)F)C(=O)OC)COC2